CC1(CC(=CCC1C(=O)OCC)B1OC(C(O1)(C)C)(C)C)C ethyl 6,6-dimethyl-4-(4,4,5,5-tetramethyl-1,3,2-dioxaborolan-2-yl)cyclohex-3-ene-1-carboxylate